2-methyl-1,2,4-triazole CN1N=CN=C1